O[C@H](COC1=NC(=CC(=C1)C=1C=C(C=CC1C)NC(=O)N1C[C@H](CC1)CC(F)(F)F)N1CCOCC1)COC (3R)-N-(3-[2-[(2S)-2-hydroxy-3-methoxypropoxy]-6-(morpholin-4-yl)pyridin-4-yl]-4-methylphenyl)-3-(2,2,2-trifluoroethyl)pyrrolidine-1-carboxamide